1-((R)-1-(4-cyanophenyl)ethyl)-4-oxo-6-((1R,2R)-2-(pyrimidin-2-yl)cyclobutyl)-4,5-dihydro-1H-pyrazolo[3,4-d]pyrimidine-3-carbonitrile C(#N)C1=CC=C(C=C1)[C@@H](C)N1N=C(C2=C1N=C(NC2=O)[C@H]2[C@@H](CC2)C2=NC=CC=N2)C#N